methyl 6-[[6-(1,1-difluoroethyl) pyridine-2-carbonyl]amino]-2-(1,4-dioxan-2-yl)imidazo[1,2-a]pyridine-7-carboxylate FC(C)(F)C1=CC=CC(=N1)C(=O)NC=1C(=CC=2N(C1)C=C(N2)C2OCCOC2)C(=O)OC